ethyl 5-(2-cyclopropyl-5-(trifluoromethoxy) phenyl)-1,2,4-oxadiazole-3-carboxylate C1(CC1)C1=C(C=C(C=C1)OC(F)(F)F)C1=NC(=NO1)C(=O)OCC